6-chloro-phenyl-2-(10-phenylanthracene-9-yl)dibenzo[b,d]furan ClC1=CC=CC=C1C1=C(C=CC=2OC3=C(C21)C=CC=C3)C=3C2=CC=CC=C2C(=C2C=CC=CC32)C3=CC=CC=C3